O1CCN(CC1)CCO\N=C(/C)\[C@H]1CC[C@H]2[C@@H]3CC=C4C[C@H](CC[C@@]4([C@H]3CC[C@]12C)C)O (E)-1-((3S,8S,9S,10R,13S,14S,17S)-3-Hydroxy-10,13-dimethyl-2,3,4,7,8,9,10,11,12,13,14,15,16,17-tetradecahydro-1H-cyclopenta[a]phenanthren-17-yl)ethanone O-2-morpholinoethyl oxime